3-((4-(4-(4-Bromo-2-fluorophenyl)piperazin-1-yl)-3-fluorophenyl)amino)piperidine-2,6-dione BrC1=CC(=C(C=C1)N1CCN(CC1)C1=C(C=C(C=C1)NC1C(NC(CC1)=O)=O)F)F